N,N,2-trimethylpiperidine-1-sulfonamide CC1CCCCN1S(=O)(=O)N(C)C